(1s,4s)-4-((tert-butyldiphenylsilyl)oxy)cyclohexane-1-carboxylic acid methyl ester COC(=O)C1CCC(CC1)O[Si](C1=CC=CC=C1)(C1=CC=CC=C1)C(C)(C)C